N-nitroso-1,3-dimethylthiourea N(=O)N(C(=S)NC)C